4-(trifluoromethyl)-3H,2H-1,2-diazin-3-one FC(C=1C(NN=CC1)=O)(F)F